(Z)-5-((3-(3,5-bis(trifluoromethyl)phenyl)-1H-1,2,4-triazol-1-yl)methylene)-1-Ethyl-3-methylimidazoline-2,4-dione FC(C=1C=C(C=C(C1)C(F)(F)F)C1=NN(C=N1)\C=C/1\C(N(C(N1CC)=O)C)=O)(F)F